FC1=CC=C(C(=O)C=2C=C(C=O)C=CC2)C=C1 3-(4-fluorobenzoyl)benzaldehyde